O=C1NC(CCC1N1CC=2C(C1=O)=CSC2CNC(C(=O)C2=CC=C(C=C2)C2(CC2)C)=O)=O N-((5-(2,6-dioxopiperidin-3-yl)-4-oxo-5,6-dihydro-4H-thieno[3,4-c]pyrrol-1-yl)-methyl)-2-(4-(1-methylcyclopropyl)phenyl)-2-oxoacetamide